4-((tert-butyldimethylsilyl)oxy)-6-fluoronaphthalen-2-ol [Si](C)(C)(C(C)(C)C)OC1=CC(=CC2=CC=C(C=C12)F)O